FC(C=1N=CC=NC1)F 5-(difluoromethyl)pyrazine